cerium-titanium oxide [O-2].[Ti+4].[Ce+3]